(1S,3R)-ethyl 3-aminocyclopentanecarboxylate N[C@H]1C[C@H](CC1)C(=O)OCC